4-((1R,5S)-2,2-difluoro-5-((R)-1-((5-((5-fluoropyridin-2-yl)oxy)pyridin-2-yl)amino)-1-oxopropan-2-yl)cyclohexyl)pyridine 1-oxide FC1([C@H](C[C@H](CC1)[C@H](C(=O)NC1=NC=C(C=C1)OC1=NC=C(C=C1)F)C)C1=CC=[N+](C=C1)[O-])F